NC=1C2=C(N=CN1)N(C=C2)C(=O)C2=C(C(=C(C(=C2SC)F)F)F)F (4-amino-7H-pyrrolo[2,3-d]pyrimidin-7-yl)(2,3,4,5-tetrafluoro-6-(methylthio)phenyl)methanone